C(C(C([2H])([2H])[2H])(C([2H])([2H])[2H])OC1=CC=C(C=C1)CN)([2H])([2H])[2H] (4-{[2-(2H3)methyl(2H6)propan-2-yl]oxy}phenyl)methanamine